2,5-bis(t-butylperoxy)2,5-dimethyl-hexyne C(C)(C)(C)OOC(C)(C#CC(C)(C)OOC(C)(C)C)C